Cl.C(C1=CC=CC=C1)OCCOC1(N(C2=CC(=C(C=C2C1)F)F)C)C(=O)C1N(CCNC1)C1CC(CCC1)CC=O 3-(2-(2-(2-(benzyloxy)ethoxy)-5,6-difluoro-1-methyl-1H-indole-2-carbonyl)piperazin-1-yl)-2-cyclohexylethan-1-one hydrochloride